C1(CCC2=CC=CC=C12)OC(=O)CC[Si](OC)(OC)OC 2-((1-indanyl)oxycarbonyl)ethyltrimethoxysilane